1-(2-(dimethylamino)ethyl)-5-ethoxy-N1-methyl-2-nitrobenzene-1,4-Diamine CN(CCC1(C(C=C(C(=C1)OCC)N)[N+](=O)[O-])NC)C